((3-oxoquinuclidin-2-yl)methyl)acetamide O=C1C(N2CCC1CC2)CCC(=O)N